C1(CC1)NC(C1=CC(=C(C=C1)C)C=1C=NC(=C(C1)OC)NC(CO)(C)C)=O N-cyclopropyl-3-(6-((1-hydroxy-2-methylpropan-2-yl)amino)-5-methoxypyridin-3-yl)-4-methylbenzamide